4,5-dimethyl-1-tert-butyl-imidazole CC=1N=CN(C1C)C(C)(C)C